5,7,7,12,14,14-hexamethyl-1,4,8,11-tetraazatetradeca-4,11-diene CC(=NCCN)CC(NCCN=C(CC(C)C)C)(C)C